C1(=C(C(=C(C(=C1[2H])[2H])[2H])[2H])[2H])NC1=CC=CC2=CC=CC=C12 N-(phenyl-d5)naphthalen-1-amine